S(=O)(=O)(O)O.C(CCCCCCC\C=C/CCCCCCCC)(=O)C(CCN(C)C)CC(CCCCCCC\C=C/CCCCCCCC)=O (2,3-dioleoyl-propyl)-trimethylamine sulfate